COC1=NC=C(C=N1)C1CN(C1)[C@@H]1[C@@H](CCCC1)OC=1C=C2CN(C(C2=CC1)=O)C1C(NC(CC1)=O)=O 3-(5-(((1R,2S)-2-(3-(2-meth-oxypyrimidin-5-yl)azetidin-1-yl)cyclohexyl)oxy)-1-oxo-isoindolin-2-yl)piperidine-2,6-dione